COCOC1=C(C=CC(=C1)C(F)(F)F)C1=C2C(=C(N=N1)O)C=NC=C2 1-[2-(methoxymethoxy)-4-(trifluoromethyl)phenyl]pyrido[3,4-d]pyridazin-4-ol